ClC=1C=C2C=C(NC2=CC1)C(=O)NC(C(=O)O)CC1=CC=CC=C1 2-[(5-chloro-1H-indole-2-carbonyl)amino]-3-phenylpropionic acid